3-fluoro-5-formyl-4-hydroxy-N-(4-(1-methyl-1H-pyrazol-4-yl)phenyl)benzoylAmine FC=1C=C(C(=O)NC2=CC=C(C=C2)C=2C=NN(C2)C)C=C(C1O)C=O